1,1'-(((((2,2'-dimethyl-[1,1'-biphenyl]-3,3'-diyl)bis(methylene))bis(oxy))bis(5-chloro-2-methoxypyridine-6,3-diyl))bis(methylene))bis(azetidine-2-carboxamide) CC1=C(C=CC=C1COC1=C(C=C(C(=N1)OC)CN1C(CC1)C(=O)N)Cl)C1=C(C(=CC=C1)COC1=C(C=C(C(=N1)OC)CN1C(CC1)C(=O)N)Cl)C